C(C)(C)(C)C1=CC=2C=3C=C(C=C4C=C(C=C(C5=CC(=CC(=C1)C52)C(C)(C)C)C43)C(C)(C)C)C(C)(C)C 2,5,8,11-tetra-(tert-butyl)perylene